ClC=1C(=NC=CC1)C1NCCC1 3-chloro-2-pyrrolidin-2-yl-pyridine